C1=C2C(=CC=C1)[N]C=1C=CC=C3[N]C=4C=CC=CC4B2C13 5λ2,9λ2-diaza-13b-boranaphtho[2,3,4-de]anthracene